C(#N)C=1C=C(CN2C=CC3=CC(=CC=C23)NC(C=C)=O)C=CC1 N-(1-(3-cyanobenzyl)-1H-indol-5-yl)acrylamide